C1N(CC12CCNCC2)C=2C1=C(N=CN2)C=CN=C1 4-(2,7-diazaspiro[3.5]non-2-yl)pyrido[4,3-d]pyrimidine